4-[({4-[(1S,4S,5R)-5-{[5-cyclopropyl-3-(2,6-dichlorophenyl)-1,2-oxazol-4-yl]methoxy}-2-azabicyclo[2.2.1]heptan-2-yl]phenyl}formamido) sulfonyl]butan-2-yl acetate C(C)(=O)OC(C)CCS(=O)(=O)NC(=O)C1=CC=C(C=C1)N1[C@@H]2C[C@H]([C@H](C1)C2)OCC=2C(=NOC2C2CC2)C2=C(C=CC=C2Cl)Cl